(R)-2-chloro-4-((2-cyclopropyl-7-methyl-6-oxo-1,2,3,4,6,7-hexahydro-[1,4]thiazepino[2,3-c]quinolin-10-yl)amino)nicotinonitrile ClC1=C(C#N)C(=CC=N1)NC1=CC=2C3=C(C(N(C2C=C1)C)=O)SCC[C@@H](N3)C3CC3